CC1=NC(=CC(=C1)C=1NC2=CC=C(C=C2C1C(C)C)C1CCN(CC1)C(CC1CC(NC(N1)=O)=O)=O)C 6-(2-(4-(2-(2,6-dimethylpyridin-4-yl)-3-isopropyl-1H-indol-5-yl)piperidin-1-yl)-2-oxoethyl)dihydropyrimidine-2,4(1H,3H)-dione